C(C)OCOC=1C=C(C=O)C=CC1C1=NN=C(C2=CC=CC=C12)N[C@H]1CNCCC1 (R)-3-(ethoxymethoxy)-4-(4-(piperidin-3-ylamino)phthalazin-1-yl)benzaldehyde